N-(2-chlorophenyl)-4-((5-fluoro-2-((4-(2-oxo-2-(piperazin-1-yl)ethyl)phenyl)amino)pyrimidine-4-yl)amino)benzamide 2,2,2-trifluoroacetate FC(C(=O)O)(F)F.ClC1=C(C=CC=C1)NC(C1=CC=C(C=C1)NC1=NC(=NC=C1F)NC1=CC=C(C=C1)CC(N1CCNCC1)=O)=O